5-(2-((2-(4H-1,2,4-triazol-3-yl)ethyl)amino)-2-oxoacetyl)-N-(4-fluoro-3-methylphenyl)-1,2,4-trimethyl-1H-pyrrole-3-carboxamide N=1N=C(NC1)CCNC(C(=O)C1=C(C(=C(N1C)C)C(=O)NC1=CC(=C(C=C1)F)C)C)=O